(1R,2R,6S)-2-(4-bromophenyl)-6-((4-isopropylphenyl)carbamoyl)cyclohexane-1-carboxylic acid BrC1=CC=C(C=C1)[C@H]1[C@H]([C@H](CCC1)C(NC1=CC=C(C=C1)C(C)C)=O)C(=O)O